5-[(4R,9aS)-4-methyl-8-[[2-methyl-6-[(3R)-3-methylpiperazin-1-yl]-3-pyridyl]methyl]-3,4,6,7,9,9a-hexahydro-1H-pyrazino[1,2-a]pyrazin-2-yl]quinoline-8-carbonitrile C[C@@H]1CN(C[C@H]2N1CCN(C2)CC=2C(=NC(=CC2)N2C[C@H](NCC2)C)C)C2=C1C=CC=NC1=C(C=C2)C#N